5-chloro-2-{[(1-methylpiperidin-4-yl)oxy]methyl}-7,8-dihydro-6H-spiro[[1,3]oxazolo[5,4-f]quinazoline-9,1'-cyclohexan]-7-one ClC=1C=C2C(=C3C1NC(NC31CCCCC1)=O)OC(=N2)COC2CCN(CC2)C